COC=1C=C2C(=CC=NC2=CC1OC)OC1=C(C=C(C=C1)N(C(C(=O)N)=O)CC(C)C1=CC=CC=C1)F N-(4-{[6,7-bis(methyloxy)quinolin-4-yl]oxy}-3-fluorophenyl)-N-(2-phenylpropyl)ethanediamide